ClC1=CC2=C(OC(O2)C(=O)OCC)C=C1CN1OCC(C1=O)(C)C ethyl 5-chloro-6-[(4,4-dimethyl-3-oxo-isoxazolidin-2-yl) methyl]-1,3-benzodioxole-2-carboxylate